tert-Butyl (2S,5R)-2-(4-bromophenyl)-4-(2,2-dimethylpropanoyl)-5-methyl-piperazine-1-carboxylate BrC1=CC=C(C=C1)[C@@H]1N(C[C@H](N(C1)C(C(C)(C)C)=O)C)C(=O)OC(C)(C)C